tertiary butyl-tin trichloride C(C)(C)(C)[Sn](Cl)(Cl)Cl